CC1=NC(=NC(=C1)C)S 4,6-dimethylpyrimidine-2-thiol